ClC1=NN2C(N=CC3=C2[C@@](CN3C(=O)NC3=NN(C(=C3)Cl)C3CN(C3)C)(C(F)(F)F)C)=C1 (R)-2-chloro-N-(5-chloro-1-(1-methylazetidin-3-yl)-1H-pyrazol-3-yl)-8-methyl-8-(trifluoromethyl)-7,8-dihydro-6H-pyrazolo[1,5-a]pyrrolo[2,3-e]pyrimidine-6-carboxamide